1-(2-(1H-imidazol-2-yl)-5-nitrophenyl)-4,4-difluoropiperidine N1C(=NC=C1)C1=C(C=C(C=C1)[N+](=O)[O-])N1CCC(CC1)(F)F